2-mercapto-1,3,4-oxadiazole SC=1OC=NN1